CN1CCC(CC1)OC(=O)N1CC=2NC(=NC2C1)C1=NNC2=CC=C(C=C12)OC(C)C1=CC(=CC(=C1)F)F 1-Methylpiperidin-4-yl-2-(5-(1-(3,5-Difluorophenyl)ethoxy)-1H-Indazol-3-yl)-4,6-Dihydropyrrolo[3,4-d]imidazol-5(1H)-Carboxylat